ClC1=C(C#N)C(=CC=N1)NC1=CC2=C(N(C(N2CC2(CN(C(O2)=O)C)CC)=O)C)C=C1 2-Chloro-4-((3-((5-ethyl-3-methyl-2-oxooxazolidin-5-yl)methyl)-1-methyl-2-oxo-2,3-dihydro-1H-benzo[d]imidazol-5-yl)amino)nicotinonitril